C1(=CC=CC=C1)CSC=1C=C(N)C=C(C1)F 3-(phenylmethylthio)-5-fluoroaniline